2,6-dichlorobenzyl ether ClC1=C(COCC2=C(C=CC=C2Cl)Cl)C(=CC=C1)Cl